4-(4-dimethylaminostyryl)picoline p-benzenesulfonate C1=CC=C(C=C1)S(=O)(=O)O.CN(C1=CC=C(C=CC2=CC(=NC=C2)C)C=C1)C